butyltriphenylphosphonium C(CCC)[P+](C1=CC=CC=C1)(C1=CC=CC=C1)C1=CC=CC=C1